C1(CC1)C=1C=C(C=2N(C1)C=C(N2)CN2N=NC(=C2)C(=O)NCC2=C(C(=CC=C2F)OC)F)COCCN(C)C 1-((6-cyclopropyl-8-((2-(dimethylamino)ethoxy)methyl)imidazo[1,2-a]pyridin-2-yl)methyl)-N-(2,6-difluoro-3-methoxybenzyl)-1H-1,2,3-triazole-4-carboxamide